N1C(N2CCNCC3=C2C1=CC=C3)=O tetrahydroimidazo[4,5,1-jk][1,4]-benzodiazepine-2(1H)-one